C(C1=CC=CC=C1)N1CC2(C1)CC(C2)NC(=O)N2[C@@H](CN([C@H](C2)C)C2=NC1=CC=C(C=C1N=C2)F)C (2R,5S)-N-{2-benzyl-2-azaspiro[3.3]heptan-6-yl}-4-(6-fluoroquinoxalin-2-yl)-2,5-dimethylpiperazine-1-carboxamide